(R)-N-(5-((1,4-dioxane-2-yl)methoxy)-1,3,4-thiadiazol-2-yl)-2'-chloro-5'-methoxy-6-methyl-[4,4'-bipyridine]-3-carboxamide O1[C@H](COCC1)COC1=NN=C(S1)NC(=O)C=1C=NC(=CC1C1=CC(=NC=C1OC)Cl)C